4-(METHYLAMINO)-1H-PYRROLO[2,3-E]PYRIDINE-5-CARBALDEHYDE CNN1C(=CC=C2C1=CCN2)C=O